6-methyl-4-[(1-methylcyclopropyl)amino]-N-(thiophen-3-ylmethyl)furo[2,3-d]pyrimidine-5-carboxamide CC1=C(C2=C(N=CN=C2NC2(CC2)C)O1)C(=O)NCC1=CSC=C1